ClC1=C(C=C2C=C(N=CC2=C1)NC(=O)C1CC12CCOCC2)C2CCNCC2 N-(7-chloro-6-(piperidin-4-yl)isoquinolin-3-yl)-6-oxaspiro[2.5]octane-1-carboxamide